FC=1C=C(C=NC1)NC(=O)C=1C=C2C(=NC1)NC=C2C=2C=CC=1N(C2)C=CN1 N-(5-fluoropyridin-3-yl)-3-(imidazo[1,2-a]pyridin-6-yl)-1H-pyrrolo[2,3-b]pyridine-5-carboxamide